ClC=1C(=NC=C(C1[C@@H](C)OC=1C=C2C(=NN(C2=CC1)C1OCCCC1)C=1C=NC(=C(C1)C)O[C@H]1COCC1)Cl)C 5-((R)-1-(3,5-Dichloro-2-methylpyridin-4-yl)ethoxy)-3-(5-methyl-6-(((R)-tetrahydrofuran-3-yl)oxy)pyridin-3-yl)-1-(tetrahydro-2H-pyran-2-yl)-1H-indazole